CN1CC(C(CC1)NC(=O)C=1C=2C(=CN(C2C=C(C1)C#CCNC=1C(OC)=CC=C(C1)S(=O)(=O)C)CC(F)(F)F)C)C N-(1-methyl-3-methyl-4-piperidyl)-6-[3-(4-mesyl-2-anisidino)-1-propynyl]-3-methyl-1-(2,2,2-trifluoroethyl)-4-indolecarboxamide